S(=O)(=O)(O)C1=CC=C(C)C=C1.CC(COC(C)COC(C)COC(C)COC(C)COC(C)COC(C)CO)O heptapropylene glycol monotosylate